CC1=CC=C(C=C1)N(C1=CC=CC=C1)C1=CC=C(C=C1)C N,N-bis(4-methylphenyl)benzeneamine